4-[4-[[4-[(3R,5R)-5-[(5-bromo-1-methyl-6-oxo-pyridazin-4-yl)amino]-1-methyl-3-piperidyl]phenyl]methyl-methyl-amino]phenoxy]-2-(2,6-dioxo-3-piperidyl)isoindoline-1,3-dione BrC1=C(C=NN(C1=O)C)N[C@@H]1C[C@@H](CN(C1)C)C1=CC=C(C=C1)CN(C1=CC=C(OC2=C3C(N(C(C3=CC=C2)=O)C2C(NC(CC2)=O)=O)=O)C=C1)C